BrC1=CC=C(C=C1)N1CC(C1)C(=O)CCCF (4-bromophenyl)(3-fluoropropyl)azetidin-3-ylmethanone